Br/C(/C(=O)OCCCCC)=C(/C(=O)OCCCCC)\Br di-n-pentyl 2,3-dibromomaleate